FC=1C=C2C(N(N=C(C2=CC1)C=1C=C(C=CC1)S(=O)(=O)NC)C1=CC=CC=C1)=O 3-(6-Fluoro-4-oxo-3-phenyl-3,4-dihydrophthalazin-1-yl)-N-methylbenzenesulfonamide